[Eu].[Pt] platinum-europium